tert-butyl 4-(4-hydroxy-3-methyl-phenyl)piperazine-1-carboxylate OC1=C(C=C(C=C1)N1CCN(CC1)C(=O)OC(C)(C)C)C